3-((1H-indazol-4-yl)methyl)-5-methyl-7-(thiazol-4-ylmethyl)-3,5-dihydro-4H-pyridazino[4,5-b]indol-4-one N1N=CC2=C(C=CC=C12)CN1N=CC2=C(N(C=3C=C(C=CC23)CC=2N=CSC2)C)C1=O